CN(CCNCCCCCCC(=O)NC1=CC=C(CC2N(CCN(CCN(CCN(C2)CC(=O)[O-])CC(=O)[O-])CC(=O)[O-])CC(=O)OC(C)(C)C)C=C1)C tert-butyl 2,2',2'',2'''-(2-(4-(7-(2-(dimethylamino)ethylamino)heptanamido)benzyl)-1,4,7,10-tetraazacyclododecane-1,4,7,10-tetrayl)tetraacetate